4-chloro-1-(2-fluoro-4-phenyl-phenyl)pyrazolo[3,4-d]pyrimidine ClC1=C2C(=NC=N1)N(N=C2)C2=C(C=C(C=C2)C2=CC=CC=C2)F